(((2,3-dichlorobenzyl)amino)methyl)-4-(dimethylamino)picolinic acid methyl ester COC(C1=NC=CC(=C1CNCC1=C(C(=CC=C1)Cl)Cl)N(C)C)=O